C(#N)C1=CC(=C(CNC2=NC(=NC(=C2)OCC=2N=C3N(C=C(C=C3)C3CC3)C2)CCC(=O)OCC)C(=C1)C)C ethyl 3-(4-((4-cyano-2,6-dimethylbenzyl)amino)-6-((6-cyclopropylimidazo[1,2-a]pyridin-2-yl)methoxy)pyrimidin-2-yl)propanoate